NC1=NC=2C=NC(=CC2C2=C1C=NN2C)C(=O)N(CC2=NC=C(C=C2)C(F)(F)F)CC 4-amino-N-ethyl-1-methyl-N-((5-(trifluoromethyl)-2-pyridinyl)methyl)-1H-pyrazolo[4,3-c][1,7]naphthyridine-8-carboxamide